5-(1-cyclohexyl-1H-pyrazol-4-yl)-3-(5-(2,6-dichlorophenyl)-1,3,4-Oxadiazol-2-yl)pyridin-2-amine C1(CCCCC1)N1N=CC(=C1)C=1C=C(C(=NC1)N)C=1OC(=NN1)C1=C(C=CC=C1Cl)Cl